palladium (2+) dihydroxide [Pd](O)O